O1COC2=C1C=CC(=C2)C(=C)C(C)NC 2-(1,3-benzodioxol-5-yl)-3-(methylamino)butene